B(O)(O)CCC=1C(=C(C(=O)O)C(=CC1)OC1CN(C1)C([C@H](N)CNC(N)=O)=O)O 3-(2-Boronoethyl)-6-({1-[3-(carbamoylamino)-D-alaninyl]azetidin-3-yl}oxy)-2-hydroxybenzoic acid